[C@@H]12N[C@@H]([C@@H](CC1)C2)C(=O)N2CC(C2)C(=O)C2=CN(C1=CN=CC=C12)C1=C(C=C(C=C1)F)C1=C(N=CS1)C(C)C (1-((1R,3S,4S)-2-Azabicyclo[2.2.1]heptane-3-carbonyl)azetidin-3-yl)(1-(4-fluoro-2-(4-isopropylthiazol-5-yl)phenyl)-1H-pyrrolo[2,3-c]pyridin-3-yl)methanone